FC1=CC=C(C=C1)C1CN(CC12CCN(CC2)C([C@@H](C(C)C)NC(=O)C2=CN(C1=CC=CC=C21)C)=O)C N-((2R)-1-(4-(4-fluorophenyl)-2-methyl-2,8-diazaspiro[4.5]decan-8-yl)-3-methyl-1-oxobutan-2-yl)-1-methyl-1H-indole-3-carboxamide